ClC(CN(C)C)C1=CC(=C(C=C1)F)I 2-chloro-2-(4-fluoro-3-iodophenyl)-N,N-dimethylethan-1-amine